4-(benzo[b]thiophen-4-yl)-1-(4-(2-oxo-1,2-dihydroquinolin-7-yloxy)butyl)-1-(propionyloxymethyl)piperazin-1-ium chloride [Cl-].S1C2=C(C=C1)C(=CC=C2)N2CC[N+](CC2)(COC(CC)=O)CCCCOC2=CC=C1C=CC(NC1=C2)=O